1,5-dimethyl-6-oxo-1,6-dihydropyridine-3-sulfonyl chloride CN1C=C(C=C(C1=O)C)S(=O)(=O)Cl